C(C)(C)(C)OC(=O)N1CCC(=CC1)C1=CC=C2C(=NN(C2=C1)C)C=1C(=NC(=CC1)OCC1=CC=CC=C1)OCC1=CC=CC=C1.C(C=C)[Si](Cl)(Cl)Cl Allyl-Trichlorosilane Tert-butyl-4-[3-(2,6-dibenzyloxy-3-pyridyl)-1-methyl-indazol-6-yl]-3,6-dihydro-2H-pyridine-1-carboxylate